NC1C2=CC=CC=C2CC12CCN(CC2)C=2C(=NC(=CN2)C=CC2=CC=CC=C2)CO (3-(1-amino-1,3-dihydrospiro[inden-2,4'-piperidin]-1'-yl)-6-styrylpyrazin-2-yl)methanol